FC1=C(C=CC(=C1F)C(F)(F)F)C1=C(C=C(C=C1)C1=CCC(CC1)C1OCC(CO1)CCC)F 2-[4-[4-[2,3-Difluoro-4-(trifluoromethyl)phenyl]-3-fluorophenyl]cyclohex-3-en-1-yl]-5-propyl-1,3-dioxane